FC(C=1OC(=NN1)N1[C@H](C2=C(CC1)NC=N2)C2=NN1C(C=CC=C1C(F)F)=C2)F (R)-2-(difluoromethyl)-5-(4-(7-(difluoromethyl)pyrazolo[1,5-a]pyridin-2-yl)-1,4,6,7-tetrahydro-5H-imidazo[4,5-c]pyridin-5-yl)-1,3,4-oxadiazole